TETRAETHYLENEPENTAMINE NCCNCCNCCNCCN